tert-Butyl 3-[2-[1-(trifluoromethyl)cyclopropyl]pyrimidin-5-yl]azetidine-1-carboxylate FC(C1(CC1)C1=NC=C(C=N1)C1CN(C1)C(=O)OC(C)(C)C)(F)F